(S)-8-(4,4-dimethylcyclohex-1-en-1-yl)-N-(1-hydroxy-3-methoxypropan-2-yl)quinoline-3-carboxamide CC1(CC=C(CC1)C=1C=CC=C2C=C(C=NC12)C(=O)N[C@@H](CO)COC)C